NC=1C(=C2C(=NC1C(=O)OC)N(C=C2C#N)C2=NC=CC=C2F)Br Methyl 5-amino-4-bromo-3-cyano-1-(3-fluoropyridin-2-yl)-1H-pyrrolo[2,3-b]pyridine-6-carboxylate